FC=1C(=C(C=CC1)[C@@H](C)N1N=C(C=C1C(=O)N)C(=O)NC)C 1-((R)-1-(3-fluoro-2-methylphenyl)ethyl)-N3-methyl-1H-pyrazole-3,5-dicarboxamide